N1(CCCC1)C1=C(C=CC=C1C)N1S(C2=C(C1)C(=CC=C2)F)(=O)=O N-(2-(pyrrolidin-1-yl)-3-methylphenyl)-4-fluorobenzo[d]isothiazole-1,1-dioxide